O=C1NC(CCC1NC1=CC=C(C=C1)C1CCN(CC1)CC1=CC=C(C=C1)C=1C=C2C(=NC=NN2C1)C1=CC(=C(C=C1)CNC(=O)C1=NC=C(C=C1)C(C)C)C)=O N-[[4-[6-[4-[[4-[4-[(2,6-dioxo-3-piperidyl)amino]phenyl]-1-piperidyl]methyl]phenyl]pyrrolo[2,1-f][1,2,4]triazin-4-yl]-2-methyl-phenyl]methyl]-5-isopropyl-pyridine-2-carboxamide